CC1=C(C=CC=C1C)N1C(=NC2=CC(=C(C=C2C1=O)I)F)CC 3-(2,3-dimethylphenyl)-2-ethyl-7-fluoro-6-iodoquinazolin-4(3H)-one